ClC=1C=NC(=NC1)C1CN(C1)C1C(CCC1)OC=1C=C2CN(C(C2=CC1)=O)C1C(NC(CC1)=O)=O 3-(5-((2-(3-(5-chloropyrimidin-2-yl)azetidin-1-yl)cyclopentyl)oxy)-1-oxoisoindolin-2-yl)piperidine-2,6-dione